ClC=1C=NN(C(C1Cl)=O)CC(=O)NC=1C=CC(=C(C1)S(=O)(=O)N1CCC(CC1)C(=O)O)C 1-((5-(2-(4,5-dichloro-6-oxopyridazin-1(6H)-yl)acetamido)-2-methylphenyl)sulfonyl)piperidine-4-carboxylic acid